CN(C)C1=CC=C(C=C1)P(C(C)(C)C)C(C)(C)C [4-(N,N-dimethylamino)phenyl]di-tert-butyl-phosphine